N[C@H](C=1N=C2N(N=C(C(=C2)[C@@H](COC)N2C(N[C@@H](C2)C(F)(F)F)=O)C)C1)C1CCC(CC1)(F)F (S)-1-((S)-1-(2-((S)-amino(4,4-difluorocyclohexyl)methyl)-6-methylimidazo[1,2-b]pyridazin-7-yl)-2-methoxyethyl)-4-(trifluoromethyl)imidazolidin-2-one